BrC=1C=C(C(=CC1OC1CCOCC1)N)N 4-bromo-5-tetrahydropyran-4-yloxy-benzene-1,2-diamine